C(CCCCCCCC)C1=C(C2=CC=CC=C2C(=C1)CCCCCCCCC)S(=O)(=O)O 2,4-dinonylnaphthalenesulfonic acid